2-(3-chloro-4-fluoro-2-methylphenyl)-1,3-dioxolane ClC=1C(=C(C=CC1F)C1OCCO1)C